N-{8-fluoro-2-methylimidazo[1,2-a]pyridin-6-yl}-4-(piperazin-1-yl)-2H-indazole-7-carboxamide FC=1C=2N(C=C(C1)NC(=O)C1=CC=C(C3=CNN=C13)N1CCNCC1)C=C(N2)C